bis-(4-cyclohexylphenyl)-carbonate C1(CCCCC1)C1=CC=C(C=C1)OC(OC1=CC=C(C=C1)C1CCCCC1)=O